ytterbium tetraoxide [O-2].[O-2].[O-2].[O-2].[Yb+3]